6-(4-cyano-3-fluorophenyl)-2-(6-fluoro-1-Methyl-1H-indol-5-yl)pyrimidine-4-carboxylic acid C(#N)C1=C(C=C(C=C1)C1=CC(=NC(=N1)C=1C=C2C=CN(C2=CC1F)C)C(=O)O)F